C(C)(C)(C)OC(=O)N1CC=2N(CC1)C(=NC2C(NC2=CC(=CC=C2)[C@@H](C)O)=O)Br (R)-3-bromo-1-((3-(1-hydroxyethyl)phenyl)carbamoyl)-5,6-dihydroimidazo[1,5-a]Pyrazine-7(8H)-carboxylic acid tert-butyl ester